NC1=CC=C2C(=C(N3C(C2=C1)=NC=N3)C(=O)OC)OCC3=CC=CC=C3 Methyl 9-amino-6-(benzyloxy)-[1,2,4]triazolo[5,1-a]isoquinoline-5-carboxylate